isopropyl (S)-2-aminobutyrate N[C@H](C(=O)OC(C)C)CC